(R)-3-methoxy-2-((2-oxo-4-(o-tolyl)-2H-chromen-7-yl)oxy)propenamide COC=C(C(=O)N)OC1=CC=C2C(=CC(OC2=C1)=O)C1=C(C=CC=C1)C